BrC=1C(=NC(=NC1)Cl)C1=C(C(=NC=C1)N(C([2H])([2H])[2H])C([2H])([2H])[2H])N (5-bromo-2-chloropyrimidin-4-yl)-N,N-bis(methyl-d3)pyridine-2,3-diamine